3-anilinopropyltrimethoxySilane N(C1=CC=CC=C1)CCC[Si](OC)(OC)OC